4'-(trans-4-ethylcyclohexyl)-2',3,4,5-tetrafluorobiphenyl C(C)[C@@H]1CC[C@H](CC1)C1=CC(=C(C=C1)C1=CC(=C(C(=C1)F)F)F)F